4-((2R,4S)-2-(((S)-1-(((6-Amino-2-methylpyridin-3-yl)methyl)amino)-1-oxopropan-2-yl)carbamoyl)-4-phenylpiperidin-1-yl)butanoic acid Trifluoroacetate salt FC(C(=O)O)(F)F.NC1=CC=C(C(=N1)C)CNC([C@H](C)NC(=O)[C@@H]1N(CC[C@@H](C1)C1=CC=CC=C1)CCCC(=O)O)=O